ethylmethyldi(octyloxy)silane C(C)[Si](OCCCCCCCC)(OCCCCCCCC)C